C(C)C1=C(C=C(C(=C1)O)F)C1=CC=C2C(=NNC2=C1)C=1NC=C(N1)CN1CCC(CC1)C#N 1-((2-(6-(2-Ethyl-5-Fluoro-4-Hydroxyphenyl)-1H-Indazol-3-yl)-1H-Imidazol-4-yl)methyl)piperidin-4-Nitril